tert-butyl (2R,6S)-2-((S)-(5-fluoropyridin-3-yl)(hydroxy)methyl)-6-propylpiperidine-1-carboxylate FC=1C=C(C=NC1)[C@@H]([C@@H]1N([C@H](CCC1)CCC)C(=O)OC(C)(C)C)O